10-[2-(1-methylpiperidin-2-yl)ethyl]-2-methylsulfonylphenothiazine CN1C(CCCC1)CCN1C2=CC=CC=C2SC=2C=CC(=CC12)S(=O)(=O)C